2-(3-chloropyridin-2-yl)-5-hydroxypyrazole-3-carboxylic acid ethyl ester C(C)OC(=O)C=1N(N=C(C1)O)C1=NC=CC=C1Cl